CC1=C(C(=C(C=2OC3=C(C(=C(C(=C3C(C12)C1=CC=CC=C1)C)OCC1OC1)C)C)C)C)OCC1OC1 1,3,4,5,6,8-hexamethyl-2,7-bis-oxiranylmethoxy-9-phenyl-9H-xanthene